(+/-)-isopropyl (1S,3S)-3-((6-(5-(((cyclopentyl(methyl)carbamoyl)oxy)methyl)-1-methyl-1H-imidazol-4-yl)-2-methylpyridin-3-yl)oxy)cyclohexane-1-carboxylate C1(CCCC1)N(C(=O)OCC1=C(N=CN1C)C1=CC=C(C(=N1)C)O[C@@H]1C[C@H](CCC1)C(=O)OC(C)C)C |r|